(2-((2-Chloro-5-fluoropyrimidin-4-yl)amino)phenyl)dimethylphosphine oxide ClC1=NC=C(C(=N1)NC1=C(C=CC=C1)P(C)(C)=O)F